C(C=C)(=O)N1CC(C1)(OC)CN1C2=C(N(C(C1=O)=O)C=1C(=NC=CC1C)C(C)C)N=C(C(=C2)Cl)C2=C(C=CC=C2F)N 1-((1-acryloyl-3-methoxyazetidin-3-yl)methyl)-6-(2-amino-6-fluorophenyl)-7-chloro-4-(2-isopropyl-4-methylpyridin-3-yl)-1,4-dihydropyrido[2,3-b]pyrazine-2,3-dione